C(#N)[C@H](C[C@H]1C(NCC1)=O)NC(=O)[C@@H]1[C@H]2C([C@H]2CN1C(=O)[C@H]1CN(C(C1)=O)C1=CC=CC=C1)(C)C (1R,2S,5S)-N-{(1S)-1-cyano-2-[(3S)-2-oxopyrrolidin-3-yl]ethyl}-6,6-dimethyl-3-{[(3R)-5-oxo-1-phenylpyrrolidin-3-yl]carbonyl}-3-azabicyclo[3.1.0]hexane-2-carboxamide